2-[(4-{1-[(4-cyano-2-fluorophenyl)methoxy]-1H-pyrazol-3-yl}piperidin-1-yl)methyl]-1-[(1-ethyl-1H-imidazol-5-yl)methyl]-1H-benzimidazole-6-carboxylic acid, ammonium salt [NH4+].C(#N)C1=CC(=C(C=C1)CON1N=C(C=C1)C1CCN(CC1)CC1=NC2=C(N1CC1=CN=CN1CC)C=C(C=C2)C(=O)[O-])F